(S)-3-(2-(1-(2-(1,3,4-oxadiazol-2-yl)-5-oxa-2-azaspiro[3.4]octan-7-yl)piperidin-4-yl)-4-fluorophenoxy)-2,2-dimethylpropanenitrile O1C(=NN=C1)N1CC2(C1)OC[C@H](C2)N2CCC(CC2)C2=C(OCC(C#N)(C)C)C=CC(=C2)F